C1(CC1)CC1=C(C=CC(=C1)[N+](=O)[O-])C 2-(cyclopropylmethyl)-1-methyl-4-nitro-benzene